C1C(CCC2CCCC(C12)=O)=O decalin-2,8-dione